C1=CC=CC=2SC3=CC=CC=C3N(C12)CCCS(=O)(=O)[O-] 3-(10H-phenothiazin-10-yl)propane-1-sulfonate